5-CHLOROBENZOATE ClC=1C=CC=C(C(=O)[O-])C1